(4-cyclohexyl-3-trifluoromethyl-benzyl)hydroxylamine C1(CCCCC1)C1=C(C=C(CNO)C=C1)C(F)(F)F